C(C)(C)(C)C1=C(C(=CC(=C1)CC)C(C)(C)C)O 2,6-di-t-butyl-4-ethyl-phenol